CC1(OC[C@@H](OC1)COC=1C=NC=CC1C1=C(C=2C(NCCC2N1)=O)NC1=C(C(=CC=C1)F)OC)C 2-(3-{[(2S)-5,5-dimethyl-1,4-dioxan-2-yl]methoxy}pyridin-4-yl)-3-(3-fluoro-2-methoxyanilino)-1,5,6,7-tetrahydro-4H-pyrrolo[3,2-c]pyridin-4-one